O=C1N(C2=CC(=CC=C2C12CCOCC2)C(=O)OC)C(=O)[O-] 6-methyl 2-oxo-2',3',5',6'-tetrahydrospiro[indoline-3,4'-pyran]-1,6-dicarboxylate